hexafluorobutanol sodium salt [Na].FC(C(C(O)(F)F)(F)F)(C)F